butyl (E)-(2-(((2-butylimidazo[1,2-b]pyridazin-6-yl)oxy)methyl)-3-fluoroallyl)carbamate C(CCC)C=1N=C2N(N=C(C=C2)OC\C(\CNC(OCCCC)=O)=C\F)C1